β-picolinic acid N1=CC(=CC=C1)C(=O)O